NC1=CC=C(C=2CCOC21)C2[O+](CCC=C2)[O-] (7-amino-2,3-dihydrobenzofuran-4-yl)-2,5-dihydropyran-1-oxide